carbon diethylamine C(C)NCC.[C]